methyl 2-(2-aminobenzo[d]oxazol-5-yl)propanoate NC=1OC2=C(N1)C=C(C=C2)C(C(=O)OC)C